dimethyl-allyl-methyl-benzyl-ammonium chloride [Cl-].CC(C1=CC=CC=C1)([NH+](C)CC=C)C